FC(OCCOC1=NC(=C(C=C1F)[N+](=O)[O-])OC)F 2-(2-(difluoromethoxy)ethoxy)-3-fluoro-6-methoxy-5-nitropyridine